(2R)-3-(((2,3-bis((3-((tertbutoxycarbonyl)(isopropyl)amino)propanoyl)oxy)propoxy)(hydroxy)phosphoryl)oxy)prop-ane-1,2-diyl-ditetradecanoate C(C)(C)(C)OC(=O)N(CCC(=O)OC(COP(=O)(O)OC[C@H](CCCCCCCCCCCCCCC(=O)[O-])CCCCCCCCCCCCCC(=O)[O-])COC(CCN(C(C)C)C(=O)OC(C)(C)C)=O)C(C)C